ClC=1C(=NC(=NC1)N[C@H]1[C@@H](COCC1)O)C=1C=C2C(=CC(=NC2=CC1)C)C(C)(C)O (3s,4r)-4-((5-chloro-4-(4-(2-hydroxypropan-2-yl)-2-methylquinolin-6-yl)pyrimidin-2-yl)amino)tetrahydro-2H-pyran-3-ol